C(C)(C)(C)N1N=C(C(=C1)NC1=NC=C(C=N1)I)OC N-(1-tert-butyl-3-methoxy-1H-pyrazol-4-yl)-5-iodopyrimidin-2-amine